5-[6-[4-[2-[4-[4-[(2,6-dioxo-3-piperidyl)amino]phenyl]-1-piperidyl]acetyl]piperazin-1-yl]-3-pyridyl]-1H-pyrrolo[2,3-b]pyridine O=C1NC(CCC1NC1=CC=C(C=C1)C1CCN(CC1)CC(=O)N1CCN(CC1)C1=CC=C(C=N1)C=1C=C2C(=NC1)NC=C2)=O